3-[[4-[5-isobutyl-2-(2H-tetrazol-5-yl)-phenyl]piperazin-1-yl]methyl]-5-methyl-isoxazole C(C(C)C)C=1C=CC(=C(C1)N1CCN(CC1)CC1=NOC(=C1)C)C=1N=NNN1